5-(((2S)-1-(2-(4-(5-(pentafluoro-λ6-sulfanyl)pyridin-2-yl)piperazine-1-carbonyl)cyclopropoxy)Propan-2-yl)amino)-4-(trifluoromethyl)pyridazin-3(2H)-one FS(C=1C=CC(=NC1)N1CCN(CC1)C(=O)C1C(C1)OC[C@H](C)NC1=C(C(NN=C1)=O)C(F)(F)F)(F)(F)(F)F